tert-butyl 6'-methoxy-4'-(trifluoromethyl)-5,6-dihydro-[3,3'-bipyridine]-1(2H)-carboxylate COC1=CC(=C(C=N1)C=1CN(CCC1)C(=O)OC(C)(C)C)C(F)(F)F